C(#N)C1=CC=2N(N=C1)C(=CC2)C2=CC(=C(C=N2)C2=NN=C(S2)N2C[C@H]1CC[C@@H](C2)C1NC(=O)C1(COC1)C)NC(C)C N-((1R,5S,8s)-3-(5-(6-(3-cyanopyrrolo[1,2-b]pyridazin-7-yl)-4-(isopropylamino)pyridin-3-yl)-1,3,4-thiadiazol-2-yl)-3-azabicyclo[3.2.1]oct-8-yl)-3-methyloxetane-3-carboxamide